(2R,3S)-1-tert-butoxycarbonyl-3-methoxy-pyrrolidine-2-carboxylic acid C(C)(C)(C)OC(=O)N1[C@H]([C@H](CC1)OC)C(=O)O